BrC1=CC=C(C=C1)CCC(=O)C=1N(C=CC1)C 3-(4-bromophenyl)-1-(N-methyl-pyrrol-2-yl)propan-1-one